CC1=C(OC2CCN(CC2)C(=O)N2C[C@@H]3[C@@H](OCC(N3)=O)CC2)C=CC(=C1)C(F)(F)F (4aR,8aS)-6-[4-[2-Methyl-4-(trifluoromethyl)phenoxy]piperidin-1-carbonyl]-4,4a,5,7,8,8a-hexahydropyrido[4,3-b][1,4]oxazin-3-on